CS(=O)(=O)OCC1=C(C=C(C=C1)CN1N=C(C=C1C)Br)[N+](=O)[O-] 4-((3-bromo-5-methyl-1H-pyrazol-1-yl) methyl)-2-nitrobenzyl methanesulfonate